CC(=O)N[C@@H]1[C@H]([C@@H]([C@H](O[C@H]1O[C@H]2[C@H]([C@H](O[C@H]([C@@H]2O)O[C@@H]3[C@H](O[C@H]([C@@H]([C@H]3O)O)O[C@H]4[C@@H]([C@@H]([C@H](O[C@@H]4[C@H](CO)O)O[C@@H]5[C@@H](CC(O[C@@H]5[C@@H](CO)O)(C(=O)O)O)O)O)O[C@@H]6[C@H]([C@H]([C@@H]([C@H](O6)[C@H](CO)O)O)O)O[C@@H]7[C@@H]([C@H]([C@@H]([C@H](O7)CO)O)O)NC(=O)C)CO)CO)O)CO)O)O The molecule is a branched amino heptasaccharide consisting of a linear pentasaccharide chain of N-acetyl-beta-D-glucosamine, beta-D-galactose, beta-D-glucose, L-glycero-alpha-D-manno-heptose (Hep) and 3-deoxy-D-manno-oct-2-ulose (Kdo) residues linked in a (1->3), (1->4), (1->4), (1->5) sequence, to the Hep residue of which is linked (1->3) an N-acetyl-alpha-D-glucosaminyl-(1->2)-L-glycero-alpha-D-manno-heptosyl side-chain. lpt3 and and lgtB mutant of the core oligosaccharide of Neisseria meningitidis.